CN1C(C2=C(CC1)C=CN2)=O 6-methyl-4,5-dihydro-1H-pyrrolo[2,3-C]pyridin-7-one